FC1(C(CN(CC1)C(=O)[O-])C1=CC=NC=C1)F 4,4-difluoro-3-(pyridin-4-yl)piperidine-1-carboxylate